CC1=C(N)C=CC(=C1[N+](=O)[O-])C 2,4-dimethyl-3-nitroaniline